FC(C(=O)O)(F)F.C1(CC1)[C@H](CC(=O)O)C1=CC(=CC=C1)OCC1CN(C1)CC1=C(C=CC(=C1)OCC)C1CC1 (S)-3-cyclopropyl-3-(3-((1-(2-cyclopropyl-5-ethoxybenzyl)azetidin-3-yl)methoxy)phenyl)propanoic acid, trifluoroacetate salt